ClC(CCC(CCOCOCOCCC(CCC(C)Cl)C=CCCCC)C=CCCCC)C (3E)-6-chloro-3-hexenylheptyloxymethyl ether